CN(CCN1N=NC2=C1C=CC(=C2C)[C@@H](CC(=O)[O-])C=2C=C(C1=C(C=CS1)C2)CN2C[C@H](OC1=C(C2)N=C(C=C1)O)CC)C (3S)-3-{1-[2-(dimethylamino)ethyl]-4-methyl-1H-benzotriazol-5-yl}-3-(7-{[(2R)-2-Ethyl-7-hydroxy-2,3-dihydropyrido[2,3-f][1,4]oxazepin-4(5H)-yl]methyl}-1-benzothiophen-5-yl)propanoate